2-(isopropylsulfonyl)-5-phenoxyazole C(C)(C)S(=O)(=O)C=1NC(=CC1)OC1=CC=CC=C1